C(#C)C=1C=CC=2C3=C(C(N(C2C1)C=1C(=NC=CC1)C)=O)N=C(N3C)CC3=CC=C(C=C3)OC 7-ethynyl-2-(4-methoxybenzyl)-1-methyl-5-(2-methylpyridin-3-yl)-1,5-dihydro-4H-imidazo[4,5-c]quinolin-4-one